4-amino-N-(3-(6-chloro-1,2-dimethyl-1H-benzo[d]imidazol-5-yl)phenyl)-3-fluorobenzamide NC1=C(C=C(C(=O)NC2=CC(=CC=C2)C2=CC3=C(N(C(=N3)C)C)C=C2Cl)C=C1)F